C(C)(C)C=1C=NN2C1N=C(C=C2NC2CCN(CC2)C(=O)OCC2(CNC2)F)C=2C=NC=CC2 (3-fluoroazetidin-3-yl)methyl 4-((3-isopropyl-5-(pyridin-3-yl)pyrazolo[1,5-a]pyrimidin-7-yl)amino)piperidine-1-carboxylate